C1=CC=CC=2C3=CC=CC=C3C(C12)COC(=O)N([C@H](C(=O)O)CC1=C(C=CC=C1)C(F)(F)F)C (2S)-2-[9H-fluoren-9-ylmethoxycarbonyl(methyl)amino]-3-[2-(trifluoromethyl)phenyl]propanoic acid